ClC1=NC=C2NC(N(C2=N1)C1(CCCCC1)C#N)=O (2-chloro-8-oxo-7,8-dihydro-9H-purin-9-yl)cyclohexane-1-carbonitrile